Cl.BrC=1C=C(SC1)[C@@H](C)N (R)-1-(4-bromothiophen-2-yl)ethane-1-amine hydrochloride